6-(2-((4-(6-((4-hydroxy-1-(3-phenylbutanoyl)piperidin-4-yl)methyl)-2-methyl-7-oxo-6,7-dihydro-2H-pyrazolo[4,3-d]pyrimidin-3-yl)benzyl)amino)acetamido)hexanamide OC1(CCN(CC1)C(CC(C)C1=CC=CC=C1)=O)CN1C=NC=2C(C1=O)=NN(C2C2=CC=C(CNCC(=O)NCCCCCC(=O)N)C=C2)C